O=CCCCC(=O)O 5-oxopentanic acid